[Br-].[Si](C)(C)(C(C)(C)C)OC1(CCCCC1)C#C 1-(tert-butyldimethylsilyloxy)cyclohexylethyne bromide